ethyl 2-(2-((5-(3-(aminomethyl)phenyl)-2-methyl-2H-indazol-3-yl)methoxy)-4-methylphenyl)acetate NCC=1C=C(C=CC1)C1=CC2=C(N(N=C2C=C1)C)COC1=C(C=CC(=C1)C)CC(=O)OCC